ClC=1C=C(C=C(C1F)Cl)C1(CC(=NO1)N1CC2=C(C1)C=C(S2)C(=O)NCC(C)(C)C)C(F)(F)F 5-(5-(3,5-dichloro-4-fluorophenyl)-5-(trifluoromethyl)-4,5-dihydroisoxazol-3-yl)-N-neopentyl-5,6-dihydro-4H-thieno[2,3-c]pyrrole-2-carboxamide